COC1=CC=C(C=C1)\C=C\C(=O)C1=CC=C(C=C1)OC 4,4'-dimethoxychalcone